[Al].N(=O)NO nitrosyl-hydroxylamine aluminum salt